(S)-quinuclidin-3-yl (6-(3-fluorophenyl)-2,2-dimethyl-1,2,3,4-tetrahydronaphthalen-1-yl)carbamate FC=1C=C(C=CC1)C=1C=C2CCC(C(C2=CC1)NC(O[C@@H]1CN2CCC1CC2)=O)(C)C